FC1=C(OC2CCN(CC2)C2=NC(=CC=C2[N+](=O)[O-])C)C=CC(=C1)F 2-(4-(2,4-difluorophenoxy)piperidin-1-yl)-6-methyl-3-nitropyridine